tert-butyl prop-2-ynyloxycarbamate C(C#C)ONC(OC(C)(C)C)=O